3-fluoro-N-[2-[2-[2-[2-(2-hydroxyethoxy)ethoxy]ethoxy]ethoxy]ethyl]-5-nitro-benzenesulfonamide FC=1C=C(C=C(C1)[N+](=O)[O-])S(=O)(=O)NCCOCCOCCOCCOCCO